Cl.NC(C(=O)N1CCC(CC1)C1=C(N(C=C1)S(NC(=O)OCC1=CC=CC=C1)(=O)=O)C(=O)OCC1=CC=CC=C1)(C)C Benzyl 3-[1-(2-amino-2-methyl-propanoyl)-4-piperidyl]-1-(benzyloxycarbonyl sulfamoyl)pyrrole-2-carboxylate hydrochloride